ClCC1=C(C(=O)OCC)C=CC(=C1)O[C@H]1CN(C[C@H]2C[C@@H]12)CC |o1:14,18| ethyl 2-(chloromethyl)-4-(((1S*,5R*,6R)-3-ethyl-3-azabicyclo[4.1.0]heptan-5-yl)oxy)benzoate